NC1=C(C#N)C=C(C=C1)C(=O)C1=CC=C2C(=CC=CN12)C1=C(C2=C(N(C=N2)C)C=C1Cl)Cl 2-amino-5-[8-(4,6-dichloro-1-methyl-benzoimidazol-5-yl)indolizine-3-carbonyl]benzonitrile